NC1=NC=CC=C1C(C)N[C@H](CC#N)COC1=C2C(=NC(=NC2=C(C(=C1Cl)Br)F)OC[C@]12CCCN2C[C@@H](C1)F)O (3R)-3-((1-(2-aminopyridin-3-yl)ethyl)amino)-4-((7-bromo-6-chloro-8-fluoro-2-(((2R,7aS)-2-fluorotetrahydro-1H-pyrrolizin-7a(5H)-yl)methoxy)-4-hydroxyquinazolin-5-yl)oxy)butanenitrile